(S)-tert-butyl 7-(1-amino-5-(tert-butoxy)-1,5-dioxopentan-2-yl)-5-cyano-6-oxo-7,8-dihydro-2H,6H-spiro[furo[2,3-e]isoindole-3,4'-piperidine]-1'-carboxylate NC([C@H](CCC(=O)OC(C)(C)C)N1C(C2=C(C=C3C(=C2C1)OCC31CCN(CC1)C(=O)OC(C)(C)C)C#N)=O)=O